C(#N)C1=NC(=NC(=C1)C)N1CCC2(CC1)C1(C3=CC=CC=C3[C@H]2N[S@](=O)C(C)(C)C)CC1 (R)-N-((S)-1''-(4-cyano-6-methylpyrimidin-2-yl)-3'H-dispiro[cyclopropane-1,1'-indene-2',4''-piperidine]-3'-yl)-2-methylpropane-2-sulfinamide